5-(4-Bromofuran-2-yl)-5-oxopentanoic acid methyl ester COC(CCCC(=O)C=1OC=C(C1)Br)=O